ClC=1C(=C(C=CC1)C1(NC=NC2=CC(=C(C=C12)N)C#CC1(CN(C2(COC2)C1)C)C)N)F 4-(3-chloro-2-fluorophenyl)-7-((5,7-dimethyl-2-oxa-5-azaspiro[3.4]octan-7-yl)ethynyl)quinazoline-4,6-diamine